N-[(1S)-5-[2-(2-aminopyridin-3-yl)-5-phenylimidazo[4,5-b]pyridin-3-yl]-2,3-dihydro-1H-inden-1-yl]-7-formyl-1H-indazole-5-carboxamide NC1=NC=CC=C1C1=NC=2C(=NC(=CC2)C2=CC=CC=C2)N1C=1C=C2CC[C@@H](C2=CC1)NC(=O)C=1C=C2C=NNC2=C(C1)C=O